COC(=O)C1=NC2=CC=C(C=C2C=C1)Br 6-bromo-2-quinolinecarboxylic acid methyl ester